O1CCC(CC1)=C(C(=O)OCC)C(=O)OCC diethyl 2-tetrahydropyran-4-ylidenepropanedioate